C(CCC)C(C(=O)OC[C@@H]1CN(C[C@@H](O1)C)C1=NC(=NC=C1)C1=CN=C2N1C=C(C=C2)C(F)F)(C)[Si](OCC)(OCC)OCC ((2S,6S)-4-(2-(6-(difluoromethyl)imidazo[1,2-a]pyridin-3-yl)pyrimidin-4-yl)-6-methylmorpholin-2-yl)methanol butyl-α-triethoxysilylpropionate